(2R)-2-(6-{5-Chloro-2-[(oxan-4-yl)amino]pyrimidin-4-yl}-1-oxo-2,3-dihydro-1H-isoindol-2-yl)-N-[(1R)-1-[2-(hydroxymethyl)pyridin-4-yl]ethyl]propanamid ClC=1C(=NC(=NC1)NC1CCOCC1)C1=CC=C2CN(C(C2=C1)=O)[C@@H](C(=O)N[C@H](C)C1=CC(=NC=C1)CO)C